3-(((2s,3s,4s)-3-ethyl-4-fluoro-5-oxopyrrolidin-2-yl)methoxy)-5-isopropoxy-thieno[3,2-b]pyridine-6-carboxamide C(C)[C@H]1[C@H](NC([C@H]1F)=O)COC1=CSC=2C1=NC(=C(C2)C(=O)N)OC(C)C